[1-(hydroxymethyl)-2,3,4-tris(2-methylprop-2-enoyloxy)-5-phosphonooxypentyl]-2-methylprop-2-enoate OCC(C(C(C(COP(=O)(O)O)OC(C(=C)C)=O)OC(C(=C)C)=O)OC(C(=C)C)=O)OC(C(=C)C)=O